N1=CC=C(C=C1)C1=NN(C2=CC=C(C=C12)O)C(C1=CC=CC=C1)(C1=CC=CC=C1)C1=CC=CC=C1 3-(Pyridin-4-yl)-1-trityl-1H-indazol-5-ol